N1C=C(C2=CC=CC=C12)CC(CCCC)NC(=O)C1=CC2=C(N=C(N=C2)N2CCN(CC2)C)S1 N-(1-(1H-indole-3-yl)hexane-2-yl)-2-(4-methylpiperazine-1-yl)thieno[2,3-d]pyrimidine-6-carboxamide